CC1(CCN(CC1)C(=O)OC(C)(C)C)C(=O)ON1C(C2=CC=CC=C2C1=O)=O 1-(tert-butyl) 4-(1,3-dioxoisoindoline-2-yl) 4-methylpiperidine-1,4-dicarboxylate